N1C(=NC2=C1C=CC=C2)C2=CC(=NN2C)NC(=O)C=2C=NC(=CC2)N2C[C@@H](OCC2)CO N-[5-(1H-benzimidazol-2-yl)-1-methyl-pyrazol-3-yl]-6-[(2R)-2-(hydroxymethyl)morpholin-4-yl]pyridine-3-carboxamide